2-(1-phenylcyclopropyl)-6-(2-(4-(trifluoromethyl)phenyl)acetyl)-5,6,7,8-tetrahydropyrido[4,3-d]pyrimidin-4(3H)-one C1(=CC=CC=C1)C1(CC1)C=1NC(C2=C(N1)CCN(C2)C(CC2=CC=C(C=C2)C(F)(F)F)=O)=O